C(C)(C)(C)OC(=O)C1=CC2=C(OC[C@]3(CCCC4=CC(=CC=C34)Cl)CN2C[C@H]2[C@@H](CC2)CCC(=O)O)C=C1 3-((1S,2R)-2-(((S)-7-(tert-butoxycarbonyl)-6'-chloro-3',4'-dihydro-2H,2'H-spiro[benzo[b][1,4]oxazepine-3,1'-naphthalen]-5(4H)-yl)methyl)cyclobutyl)propanoic Acid